O[C@@H](C(C(=O)OC)=C)C methyl (3R)-3-hydroxy-2-methylene-butanoate